CN1CC(C1)(C)S(=O)(=O)C1=CC=C(C=C1)C1=C(C=C(C=C1)C1=NO[C@H](C1)CNC(OC1CC1)=O)F Cyclopropyl N-[[(5R)-3-[4-[4-(1,3-dimethylazetidin-3-yl)sulfonylphenyl]-3-fluoro-phenyl]-4,5-dihydroisoxazol-5-yl]methyl]carbamate